BrC=1C=C(C(=O)OC)C=C(C1C)C(F)F methyl 3-bromo-5-(difluoromethyl)-4-methylbenzoate